C(CC)OC(N(CCCCCCCCCCC)CCCCCCCCCCC)=O.ClC=1C=C(C(=O)NC2=C(C=C(C=C2)C(F)(F)F)C2CCN(CC2)C\C=C\C2=CC=C(C=C2)Cl)C=CN1 2-chloro-N-[2-{1-[(2E)-3-(4-chlorophenyl)prop-2-en-1-yl]piperidin-4-yl}-4-(trifluoromethyl)phenyl]isonicotinamide propyl-N,N-diundecylcarbamate